C(#N)C1=C(C(=O)O)C=CC(=C1)C1=C(C(=CC=C1)C)C 2-Cyano-4-(2,3-dimethylphenyl)benzoic acid